C(CC(O)(C(=O)[O-])CC(=O)[O-])(=O)[O-].C(CC(O)(C(=O)[O-])CC(=O)[O-])(=O)[O-].[Ni+2].[Ni+2].[Ni+2] trinickel dicitrate